bisphenol a potassium salt [K].OC1=CC=C(C=C1)C(C)(C)C1=CC=C(C=C1)O